N[C@H]1CN(C[C@@H](C1)F)C(=O)C=1C=C(C=2N(C1)N=C(C2C)C=2N(C1=C(C=CC=C1C2)OC[C@H]2CCC(N2)=O)CC2CC2)OC (R)-5-(((2-(6-((3R,5R)-3-Amino-5-fluoropiperidine-1-carbonyl)-4-methoxy-3-methylpyrazolo[1,5-a]pyridin-2-yl)-1-(cyclopropylmethyl)-1H-indol-7-yl)oxy)methyl)pyrrolidin-2-one